[2'-(9H-Carbazol-9-yl)[1,1'-biphenyl]-4-yl][1,1'-biphenyl]-4-amine C1=CC=CC=2C3=CC=CC=C3N(C12)C1=C(C=CC=C1)C1=CC=C(C=C1)C1=C(C=CC(=C1)N)C1=CC=CC=C1